BrC=1C=C2C(C(NC2=C(C1)F)=O)=O 5-bromo-7-fluoro-1H-indole-2,3-dione